OC1=NC2=NC=NC(=C2N1)N 8-hydroxyadenine